NCC1=CC(=NC=C1)NC=1SC2=NC(=CC=C2N1)C=1C=NNC1C N-(4-(aminomethyl)pyridin-2-yl)-5-(5-methyl-1H-pyrazol-4-yl)thiazolo[5,4-b]pyridin-2-amine